FCCOCCOCC#C 1-fluoro-2-[2-(prop-2-yn-1-yloxy)ethoxy]ethane